(1,3,5-trimethyl-1H-pyrazol-4-yl)methylamine CN1N=C(C(=C1C)CN)C